C(CC)N1C(N(CC1)CCC)=O N,N'-dipropylimidazolidinone